C(C)N1C(=NC2=C1C=C(C=C2)OC2=CC(=CC=C2)S(=O)(=O)C)C(C(F)(F)F)(O)C2=CC=CC=C2 1-(1-ethyl-6-(3-(methylsulfonyl)phenoxy)-1H-benzo[d]imidazol-2-yl)-2,2,2-trifluoro-1-phenylethanol